N-(1,1-dimethyl-ethyl)-N'-ethyl-6-(methylthio)-1,3,5-triazine-2,4-diamine CC(C)(C)NC1=NC(=NC(=N1)NCC)SC